[Ga+3].[In+3] indium (Iii) gallium